2-Amino-6-(2-amino-2-oxoethyl)-7-oxo-6-phenyl-4,5,6,7-tetrahydrobenzo[b]thiophene-3-carboxylic acid NC1=C(C2=C(S1)C(C(CC2)(C2=CC=CC=C2)CC(=O)N)=O)C(=O)O